N-(2-bromo-4-hydroxyphenyl)acetamide methyl-2-(2-bromophenyl)-3-methyl-imidazo[1,2-a]pyridine-7-carboxylate COC(=O)C1=CC=2N(C=C1)C(=C(N2)C2=C(C=CC=C2)Br)C.BrC2=C(C=CC(=C2)O)NC(C)=O